7-((S)-4-acryloyl-2-methylpiperazin-1-yl)-10-(2,4-difluorophenyl)-9-(trifluoromethyl)-2,3-dihydro-5H-[1,4]thiazino[2,3,4-ij]quinazolin-5-one C(C=C)(=O)N1C[C@@H](N(CC1)C1=NC(N2C3=C(C(=C(C=C13)C(F)(F)F)C1=C(C=C(C=C1)F)F)SCC2)=O)C